2-(o-tolylthio)-1-(4-(5-(trifluoromethyl)-1,2,4-oxadiazol-3-yl)phenyl)ethan-1-one C1(=C(C=CC=C1)SCC(=O)C1=CC=C(C=C1)C1=NOC(=N1)C(F)(F)F)C